C[C@@H]1[C@H]([C@@H](C[C@@H](O1)O[C@@H]2[C@H](OC3(C[C@H]2O)O[C@@H]4[C@H](O[C@H](C[C@]4(O3)C)O[C@@H]5[C@H]([C@@H](O[C@@H]([C@@H]5OC)C)O[C@@H]6[C@H](O[C@H]([C@H]([C@@H]6O)OC)O[C@H]7[C@@H]([C@H]8[C@H](CO7)O[C@@]9(O8)[C@H]1[C@H]([C@@]([C@H](O9)C)(C(=O)C)O)OCO1)OC(=O)C(C)C)COC)O)C)C)O)OC(=O)C1=C(C(=C(C(=C1OC)Cl)O)Cl)C The molecule is an oligosaccharide derivative that is produced by Streptomyces viridochromogenes and is an epimeric intermediate in the biosynthesis of avilamycin A. It has a role as a bacterial metabolite. It is a benzoate ester, a cyclic acetal, a dichlorobenzene, an oligosaccharide derivative, an ortho ester, an oxaspiro compound, a member of phenols and a tertiary alpha-hydroxy ketone.